C[C@H]1N(CCN(C1)C=1N=CC2=C(N1)C(=NC=N2)NC2=CC(=C(C=C2)OC2=CC1=C(N(C=N1)C)C=C2)C)C(C#CC)=O (R)-1-(2-methyl-4-(8-((3-methyl-4-((1-methyl-1H-benzo[d]imidazol-5-yl)oxy)phenyl)amino)pyrimido[5,4-d]pyrimidin-2-yl)piperazin-1-yl)but-2-yn-1-one